4-trifluoromethyl-1,2-benzenedimethanol FC(C=1C=C(C(=CC1)CO)CO)(F)F